2-methylpropan-2-yl 3-iodo-1-methyl-5,6-dihydro-4H-pyrrolo[4,3-c]pyrazole-5-carboxylate IC=1C2=C(N(N1)C)CN(C2)C(=O)OC(C)(C)C